4-fluoro-1-[2-(2-oxo-1,2-dihydropyridin-1-yl)propionyl]-N-{phenyl-[4-(propan-2-yl)phenyl]methyl}pyrrolidine-2-carboxamide 2-(chloroethyl)acetate ClCCCC(=O)O.FC1CC(N(C1)C(C(C)N1C(C=CC=C1)=O)=O)C(=O)NC(C1=CC=C(C=C1)C(C)C)C1=CC=CC=C1